N-(N,N-dimethyl-1,2,3,4-tetrahydro-2-aminodibenzo-fur-8-yl)-4-methylbenzenesulfonamide CN(C1CC2=C(OC3=C2C=C(C=C3)NS(=O)(=O)C3=CC=C(C=C3)C)CC1)C